NC1=C(C=C(N=N1)C1=C(C=CC=C1)O)N1CC(CCC1)C1=CC=C(C=C1)N1CCC(CC1)C(OC)OC 2-(6-Amino-5-(3-(4-(4-(dimethoxymethyl)piperidin-1-yl)phenyl)piperidin-1-yl)pyridazin-3-yl)phenol